tert-Butyl (3R)-3-(prop-2-enoylamino)pyrrolidine-1-carboxylate C(C=C)(=O)N[C@H]1CN(CC1)C(=O)OC(C)(C)C